C(C)(C)(C)OC(=O)NC(C1=C2C=CN(C2=CC=C1)C(=O)OC(C)(C)C)([2H])[2H] tert-butyl 4-{[(tert-butoxycarbonyl)amino](2H2)methyl}indole-1-carboxylate